1-butylimidazolium di(2-ethylhexyl)phosphate C(C)C(COP(=O)(OCC(CCCC)CC)[O-])CCCC.C(CCC)N1C=[NH+]C=C1